ClC1=CC=C(C(=N1)NC(C(C)(C)C)=O)[S@](=O)C (R)-N-(6-C-chloro-3-(methylsulfinyl)pyridin-2-yl)trimethylacetamide